(3-bromo-2-chlorophenyl)-1-methyl-4,5,6,7-tetrahydro-1H-imidazo[4,5-c]pyridine-2-carboxamide BrC=1C(=C(C=CC1)C1NCCC2=C1N=C(N2C)C(=O)N)Cl